OC[C@]1(OC2=C(C1)C=C(C(=C2)N2CCOCC2)NC(=O)C2=CC=C1C=NC=NN12)C |r| N-[rac-(2S)-2-(hydroxymethyl)-2-methyl-6-morpholino-3H-benzofuran-5-yl]pyrrolo[2,1-f][1,2,4]triazine-7-carboxamide